N1N=NC(=C1)CNC(=O)[C@H]1N2C3=C(C=CC=C3C1)CC[C@@H](C2=O)NC([C@H](C(CC)C)NC(C2=CC=CC=C2)=O)=O (2S,5S)-5-((S)-2-Benzoylamino-3-methyl-pentanoylamino)-4-oxo-1,2,4,5,6,7-hexahydro-azepino[3,2,1-hi]indole-2-carboxylic acid (1H-[1,2,3]triazol-4-ylmethyl)-amide